4-((S)-4-acryloyl-2-Methylpiperazin-1-yl)-7-(2-amino-6-fluorophenyl)-6-fluoro-1-(2-isopropyl-4-(methylthio)pyridine-3-yl)pyrido[2,3-d]pyrimidin-2(1H)-one C(C=C)(=O)N1C[C@@H](N(CC1)C=1C2=C(N(C(N1)=O)C=1C(=NC=CC1SC)C(C)C)N=C(C(=C2)F)C2=C(C=CC=C2F)N)C